ClC=1C=C(C(=NC1)N1C(O[C@]2(C1)C[C@@](CCC2)(C)CN2C=NC1=C2C=C(C=C1)C#N)=O)C 1-(((5s,7s)-3-(5-chloro-3-methylpyridin-2-yl)-7-methyl-2-oxo-1-oxa-3-azaspiro[4.5]decan-7-yl)methyl)-1H-benzo[d]imidazole-6-carbonitrile